[Si]([O-])([O-])([O-])[O-].[Al+3].[B+3].[Na+] sodium-boron-aluminum silicate